C(C)OC(=O)C=1N=CSC1C1=CC(=C(C=C1)OC)[N+](=O)[O-].C1(CC1)C1=CC(=NO1)C1=C(C=CC=C1Cl)Cl 5-Cyclopropyl-3-(2,6-dichlorophenyl)isoxazole ethyl-5-(4-methoxy-3-nitrophenyl)thiazole-4-carboxylate